CN1N=C(C=C1)CCN1CC=2N=C(N=C(C2C1)N1CCOCC1)N1N=C(C=C1C)C1=CC=CC=C1 4-(6-(2-(1-methyl-1H-pyrazol-3-yl)ethyl)-2-(5-methyl-3-phenyl-1H-pyrazol-1-yl)-6,7-dihydro-5H-pyrrolo[3,4-d]pyrimidin-4-yl)morpholine